2-(bromomethyl)-5-(4-fluorophenyl)-2-methyl-1-(1H-1,2,4-triazol-1-ylmethyl)cyclopentan-1-ol methyl-4-(3,4-difluoro-2-methoxyphenoxy)-6-iodopyridazine-3-carboxylate CC=1C(=C(N=NC1I)C(=O)OC1(C(CCC1C1=CC=C(C=C1)F)(C)CBr)CN1N=CN=C1)OC1=C(C(=C(C=C1)F)F)OC